3-methoxy-5-(2-methoxyethoxy)benzoic acid COC=1C=C(C(=O)O)C=C(C1)OCCOC